methanopyrrolo[3,2-b]pyridin N1C2=C(C3=NC=CC=C31)C2